diiso-propylethylamine C(C)(C)N(CC)C(C)C